(1S,3S)-3-((2-cyclopropyl-6-(5-((((3,3-difluoropropyl)(methyl)aminocarbonyl)oxy)methyl)-1-Methyl-1H-1,2,3-triazol-4-yl)pyridin-3-yl)oxy)cyclohexane-1-carboxylic acid methyl ester COC(=O)[C@@H]1C[C@H](CCC1)OC=1C(=NC(=CC1)C=1N=NN(C1COC(=O)N(C)CCC(F)F)C)C1CC1